1-benzyl-5-methyl-2,3,6,7-tetrahydro-1H-1,4-diazepine C(C1=CC=CC=C1)N1CCN=C(CC1)C